BrC=1C=CC(=NC1)CN1CCOCC1 4-[(5-bromo-2-pyridinyl)methyl]morpholine